ClC1=CC=C(C=C1)C1=NOC(=N1)N1CCC(CC1)C(=O)N1CCOCC1 (1-(3-(4-chlorophenyl)-1,2,4-oxadiazol-5-yl)piperidin-4-yl)(morpholino)methanone